(2E)-3-[1-methyl-2-(phenylmethylidene)hydrazinyl]prop-2-enenitrile CN(N=CC1=CC=CC=C1)/C=C/C#N